C(\C=C/C(=O)OCCCCCCCCCCCC)(=O)OCCCCCCCC octyl dodecyl maleate